FC=1C=CC(=C2C=C(N(C12)CCNC1=NC=NC(=C1)C1=CC=C(C=C1)C=1SC(=NN1)NC)C)C [2-(7-Fluoro-2,4-dimethyl-indol-1-yl)-ethyl]-{6-[4-(5-methylamino-[1,3,4]thiadiazol-2-yl)-phenyl]-pyrimidin-4-yl}-amine